C1=CC=CC=2C3=CC=CC=C3C(C12)N([C@H](C(=O)O)CCCC)C(=O)OC (2S)-2-(9H-fluoren-9-yl-methoxycarbonylamino)-hexanoic acid